diazoisoquinoline [N+](=[N-])=C1NC=CC2=CC=CC=C12